4-methoxybenzaldehyde-2,6-d2 COC=1C=C(C(C=O)=C(C1)[2H])[2H]